amino-1,2-dihydro-3H-pyrazolo[3,4-d]Pyrimidin-3-one NN1NC(C=2C1=NC=NC2)=O